N[C@H](CCSC)C(=O)O D-Methionin